1,2,3,4-tetrahydro-1-naphthol C1(CCCC2=CC=CC=C12)O